O=C1NC(CCC1N1C(C2=CC=C(C=C2C1)N1CCCC1)=O)=O 1-(2-(2,6-dioxopiperidin-3-yl)-1-oxoisoindoline-5-yl)pyrrolidin